C(CCC)NNCCCC 1,2-dibutylhydrazine